N[C@H](C(=O)N1[C@@H]([C@H]2C([C@H]2C1)(C)C)C(=O)O)C1CCOCC1.BrC1=CN=CC(=N1)C(=O)NC1CCC(CC1)OC 6-bromo-N-((1r,4r)-4-methoxycyclohexyl)pyrazine-2-carboxamide (1R,2S,5S)-3-((S)-2-amino-2-(tetrahydro-2H-pyran-4-yl)acetyl)-6,6-dimethyl-3-azabicyclo[3.1.0]hexane-2-carboxylate